FC(C1=NN=C(O1)C1=CC(=C(CN2N=NC(=C2)C=2C=CC(=C(C2)N2CCN(CC2)C(=O)OC(C)(C)C)F)C=C1)F)F tert-butyl 4-(5-(1-(4-(5-(difluoromethyl)-1,3,4-oxadiazol-2-yl)-2-fluorobenzyl)-1H-1,2,3-triazol-4-yl)-2-fluorophenyl)piperazin-1-carboxylate